4-(6-Bromohexyl)-1,7-dimethyl-10-oxa-4-azatricyclo[5.2.1.02,6]dec-8-en-3,5-dione BrCCCCCCN1C(C2C3(C=CC(C2C1=O)(O3)C)C)=O